(2R)-1-[(1R)-1-[bis(1,1-dimethylethyl)phosphino]ethyl]-2-[bis[4-(trifluoromethyl)phenyl]phosphino]ferrocene [CH3-].[CH3-].C[C@H](C1CCCC1P(C2=CC=C(C=C2)C(F)(F)F)C3=CC=C(C=C3)C(F)(F)F)P(C(C)(C)C)C(C)(C)C.C1CCCC1.[Fe+2]